calcium monosilicate [Si]([O-])([O-])([O-])[O-].[Ca+2].[Ca+2]